C(#N)CC1=C(C(=O)N)C=CC(=C1)C1=NC(=NC=C1)NC1=CC=C(C=C1)CN1CCOCC1 cyanomethyl-4-(2-(4-(morpholinomethyl)phenylamino)pyrimidin-4-yl)benzamide